CC1(CN=C(O1)C1=CC=C2CN(C(C2=C1)=O)CCNC1=NC=CC2=CC=C(C=C12)C1=NOC(=N1)C)C 6-(5,5-Dimethyl-4H-oxazol-2-yl)-2-[2-[[7-(5-methyl-1,2,4-oxadiazol-3-yl)-1-isoquinolyl]amino]ethyl]isoindolin-1-one